(2S)-2-((tert-butyloxycarbonyl)amino)-3-(5,5-dimethyl-2-oxopyrrolidin-3-yl)propanoic acid methyl ester COC([C@H](CC1C(NC(C1)(C)C)=O)NC(=O)OC(C)(C)C)=O